(R)-N-(1-aminopropan-2-yl)-4-((3-(2,3-difluoro-4-methoxy-phenyl)imidazo[1,2-a]pyrazin-8-yl)amino)-2-ethylbenzamide dihydrochloride Cl.Cl.NC[C@@H](C)NC(C1=C(C=C(C=C1)NC=1C=2N(C=CN1)C(=CN2)C2=C(C(=C(C=C2)OC)F)F)CC)=O